N1=C(N=CC=C1)C[C@H](C(=O)O)OC(N[C@@H](C)C1=CC=C(C=C1)C(F)(F)F)=O (2R)-3-(Pyrimidin-2-yl)-2-({[(1S)-1-[4-(trifluoromethyl)phenyl]ethyl]carbamoyl}oxy)propanoic acid